N1=CC(=CC=C1)C(=CC=1C(=NC=CC1)N)C1(C(C(C1C=1C(=NC=CC1)N)C=1C=NC=CC1)C=1C(=NC=CC1)N)C=1C=NC=CC1 1-(3-pyridyl)-2-(2-amino-3-pyridyl)ethenyl-1,3-bis(3-pyridyl)-2,4-bis(2-amino-3-pyridyl)-cyclobutane